tristrontium phosphate P(=O)([O-])([O-])[O-].[Sr+2].[Sr+2].[Sr+2].P(=O)([O-])([O-])[O-]